COC=1C(=NC=C(N1)C1=CNC2=NC=CC=C21)NC2CN(CC2)C(C)=O 1-(3-(3-methoxy-5-(1H-pyrrolo[2,3-b]pyridin-3-yl)pyrazin-2-ylamino)pyrrolidin-1-yl)ethanone